1-(((2S,3S,4S)-3-ethyl-4-fluoro-5-oxopyrrolidin-2-yl)methoxy)-7-methoxyisoquinoline-6-Formamide C(C)[C@H]1[C@H](NC([C@H]1F)=O)COC1=NC=CC2=CC(=C(C=C12)OC)C(=O)N